O=C1N(CCC(N1)=O)C=1C=C(C(=O)N2CCC(CC2)CN2CCNCC2)C=CC1OC 4-((1-(3-(2,4-dioxotetrahydropyrimidin-1(2H)-yl)-4-methoxybenzoyl)piperidin-4-yl)methyl)piperazin